ClCC(=O)C1=C(C=C(C=C1)O)O 2-chloro-1-(2,4-dihydroxyphenyl)ethanone